2-((2S)-4-(7-(8-ethynyl-7-fluoro-3-hydroxynaphth-1-yl)-6,8-difluoro-2-((tetrahydro-1H-pyrrolizin-7a(5H)-yl)methoxy)quinazolin-4-yl)piperazin-2-yl)acetonitrile C(#C)C=1C(=CC=C2C=C(C=C(C12)C1=C(C=C2C(=NC(=NC2=C1F)OCC12CCCN2CCC1)N1C[C@@H](NCC1)CC#N)F)O)F